3-((o-tolyloxy)methyl)pyrrolidine C1(=C(C=CC=C1)OCC1CNCC1)C